(3S,4S)-1-(4-(1-((S)-2-heptanamido-3-(hexylamino)-3-oxopropyl)-1H-1,2,3-triazol-4-yl)benzoyl)-N3,N4-bis((1S,2R)-2-phenylcyclopropyl)pyrrolidine-3,4-dicarboxamide C(CCCCCC)(=O)N[C@@H](CN1N=NC(=C1)C1=CC=C(C(=O)N2C[C@H]([C@@H](C2)C(=O)N[C@@H]2[C@H](C2)C2=CC=CC=C2)C(=O)N[C@@H]2[C@H](C2)C2=CC=CC=C2)C=C1)C(=O)NCCCCCC